2-[[1-[(2-Fluorophenyl)methyl]-5-(3-isobutoxyphenyl)pyrazol-3-yl]methoxy]-2-methyl-propanoic acid FC1=C(C=CC=C1)CN1N=C(C=C1C1=CC(=CC=C1)OCC(C)C)COC(C(=O)O)(C)C